C1(CCCCC1)C[C@@H](NC(CCCO)=O)C(=O)OC methyl 3-cyclohexyl-N-(4-hydroxybutanoyl)-D-alaninate